ClC=1SC(=CN1)N1N=C(C=C1)CC(=O)NC1=CC(=NN1)C1CC1 2-(1-(2-chlorothiazol-5-yl)-1H-pyrazol-3-yl)-N-(3-cyclopropyl-1H-pyrazol-5-yl)acetamide